C(CC)N(C1=CC(=C(C=O)C=C1)C(C)C)CCC 4-(dipropylamino)-2-isopropylbenzaldehyde